1-(4-(3-Ethyl-n-pentyl)phenyl)ethan-1-one C(C)C(CCC1=CC=C(C=C1)C(C)=O)CC